4-(2-(4,5-dichloro-6-oxopyridazin-1(6H)-yl)acetamido)-2-(N,N-dimethylsulfamoyl)benzamide ClC=1C=NN(C(C1Cl)=O)CC(=O)NC1=CC(=C(C(=O)N)C=C1)S(N(C)C)(=O)=O